C(#C)C=1CCN(CC1)C(=O)N 4-Ethynyl-3,6-dihydropyridine-1(2H)-carboxamide